FC=1C=C(CNCCCCOCCOC2=NC3=C(C4=CN=CC=C24)C=CC(=C3)C(=O)O)C=C(C1OC(F)(F)F)F 5-(2-(4-((3,5-difluoro-4-(trifluoromethoxy)benzyl)amino)butoxy)ethoxy)benzo[c][2,6]naphthyridine-8-carboxylic acid